(R)-1-((4-(N,N-diethylsulfamoyl)phenyl)sulfonyl)piperidine-3-carboxylic acid C(C)N(S(=O)(=O)C1=CC=C(C=C1)S(=O)(=O)N1C[C@@H](CCC1)C(=O)O)CC